FC1(CC(C1)[C@H](O)C1=CC=2C(=NC(=CC2)C=2C=C3C(=NC2)N(N=N3)C)S1)F (S)-(3,3-difluorocyclobutyl)(6-(3-methyl-3H-[1,2,3]triazolo[4,5-b]pyridin-6-yl)thieno[2,3-b]pyridin-2-yl)methanol